2-mercaptopyridine zinc salt [Zn].SC1=NC=CC=C1